1-(((3S)-1-((3-cyano-1-azetidinyl)sulfonyl)-3-piperidinyl)carbonyl)-N-(2,6-dimethylbenzyl)-D-prolinamide C(#N)C1CN(C1)S(=O)(=O)N1C[C@H](CCC1)C(=O)N1[C@H](CCC1)C(=O)NCC1=C(C=CC=C1C)C